CN(CCCC=1NC=CN1)C 3-(dimethyl-amino)propylimidazole